(S)-1-(1-(6,8-difluoro-1-oxo-1,2-dihydroisoquinolin-4-yl)ethyl)-3-(4-fluorophenyl)-1-isobutylurea FC=1C=C2C(=CNC(C2=C(C1)F)=O)[C@H](C)N(C(=O)NC1=CC=C(C=C1)F)CC(C)C